3-bromo-3-methylpentane BrC(CC)(CC)C